(S)-1-(2-chlorothiazol-4-yl)-2-hydroxypropan-1-one ClC=1SC=C(N1)C([C@H](C)O)=O